N-(2-(2-((6-(azetidin-3-ylamino)pyridin-3-yl)amino)-7-fluoroquinazolin-8-yl)pyridin-4-yl)acrylamide N1CC(C1)NC1=CC=C(C=N1)NC1=NC2=C(C(=CC=C2C=N1)F)C1=NC=CC(=C1)NC(C=C)=O